FC1(CCC(CC1)[C@H](NC(=O)C=1SC=C(N1)CCC(F)(F)F)C1=NC2=C(N1)C=CC(=C2)[C@@H](C)NC(CCC(F)(F)F)=O)F N-((S)-(4,4-Difluorocyclohexyl)(5-((R)-1-(4,4,4-trifluorobutanamido)ethyl)-1H-benzo[d]imidazol-2-yl)methyl)-4-(3,3,3-trifluoropropyl)thiazole-2-carboxamide